3-{[3-(difluoromethyl)benzyl]sulfanyl}-5-propyl[1,2,4]triazolo[4,3-a]pyrimidin-7(8H)-one FC(C=1C=C(CSC2=NN=C3N2C(=CC(N3)=O)CCC)C=CC1)F